NC=1C=2N(C=CN1)C(=CN2)C=2C=C(C=CC2C)S(=O)(=O)N2CCC(CC2)O 1-{[3-(8-Aminoimidazo[1,2-a]pyrazin-3-yl)-4-methylphenyl]sulfonyl}piperidin-4-ol